C1C2=C(OC1)C=CC=1CC[C@H](C12)CCNC(CC)=O (S)-N-[2-(1,6,7,8-tetrahydro-2H-indeno-[5,4-b]furan-8-yl)ethyl]propionamide